NC\C=C(\CN1N=NC2=C1C=C(C=C2C2=CC(=CC=C2)S(N(C)C)(=O)=O)C(=O)OC)/F Methyl (Z)-1-(4-amino-2-fluorobut-2-en-1-yl)-4-(3-(N,N-dimethylsulfamoyl)phenyl)-1H-benzo[d][1,2,3]triazole-6-carboxylate